C(C)(C)(C)OC(=O)N=S(=O)(C)CC1=CC=C(C=N1)C(=O)OC methyl 6-[(N-tert-butoxycarbonyl-S-methyl-sulfonimidoyl)methyl]pyridine-3-carboxylate